[Si].[Sb](=[Se])=[Se] antimony diselenide silicon